(S or R)-4-((6-(2-hydroxy-6-methyl-4-(trifluoromethyl)phenyl)-3-methyl-2H-pyrazolo[3,4-b]pyridin-2-yl)methyl)-1-methylpyrrolidin-2-one OC1=C(C(=CC(=C1)C(F)(F)F)C)C=1C=CC=2C(N1)=NN(C2C)C[C@H]2CC(N(C2)C)=O |o1:23|